O[C@H]1C[C@@H]([C@@H]2[C@H]1OC(O2)(C)C)C=2C=C(C=CC2)CNC(OC(C)(C)C)=O tert-butyl N-({3-[(3aR,4R,6S,6aS)-6-hydroxy-2,2-dimethyl-tetrahydro-3aH-cyclopenta[d][1,3]dioxol-4-yl]phenyl}methyl)carbamate